C(C1CO1)N(C1=CC=C(OC2=C(C=C(C(=C2)C(C)(C)C)OC2=CC=C(C=C2)N(CC2CO2)CC2CO2)C(C)(C)C)C=C1)CC1CO1 N,N,N',N'-tetraglycidyl-2,5-di-tert-butyl-1,4-bis(4-aminophenoxy)benzene